2-(7-methoxy-naphthalen-1-yl)acetonitrile COC1=CC=C2C=CC=C(C2=C1)CC#N